O1CCN(CC1)C1=CC(=NC=2N1N=C(C2)C2=CC=NC=C2)N2C=NC(=C2)C2CN(CCC2)C(=O)OC(C)(C)C tert-butyl 3-(1-(7-morpholino-2-(pyridin-4-yl)pyrazolo[1,5-a]pyrimidin-5-yl)-1H-imidazol-4-yl)piperidine-1-carboxylate